sodium 2,2-difluoroacetic acid FC(C(=O)O)F.[Na]